3-(2-hydroxy-1-(methyl-ethyl)-2-nitrosohydrazino)-1-propanamine ON(N(C(C)C)CCCN)N=O